C(C)OC(=O)C=1C(=NC2=CC=CN=C2C1Cl)C1=C(C=CC=C1)OC 4-chloro-2-(2-methoxyphenyl)-1,5-naphthyridine-3-carboxylic acid ethyl ester